8-ethoxymethoxy-1,3,5-trimethyloctylmagnesium iodide C(C)OCOCCCC(CC(CC(C)[Mg]I)C)C